C(C)(=O)OC(C(=O)NC1=CC(=C(C=C1)B1OC(C(O1)(C)C)(C)C)Cl)C1=CC(=CC=C1)CC 2-((3-chloro-4-(4,4,5,5-tetramethyl-1,3,2-dioxaborolan-2-yl)phenyl)amino)-1-(3-ethylphenyl)-2-oxoethyl acetate